Natrium (S)-3-(3-(1,5-Dimethyl-4-oxido-2-oxo-1,2-dihydropyridin-3-yl)ureido)-3-(6-methoxybiphenyl-3-yl)propanoat CN1C(C(=C(C(=C1)C)[O-])NC(N[C@@H](CC(=O)[O-])C=1C=C(C(=CC1)OC)C1=CC=CC=C1)=O)=O.[Na+].[Na+]